OC1=CC2=C(C(=C3C([Si]2(C)C)=CC(C=C3)=O)C3=C(C=C(C=O)C=C3)[N+](=O)[O-])C=C1 4-(7-Hydroxy-5,5-dimethyl-3-oxo-3,5-dihydrodibenzo[b,e]silin-10-yl)-3-nitrobenzaldehyde